C1(=CC=CC=C1)C1=NSC2=C1N=CNC2=O 3-phenyl-6H-isothiazolo[4,5-d]Pyrimidin-7-one